hydroxy-dimethyl-acetophenone OC(C(=O)C1=CC=CC=C1)(C)C